C(C)(C)(C)OC(N(C(=O)OC(C)(C)C)C1=C(C=C(C=C1[N+](=O)[O-])Br)F)=O N-(4-bromo-2-fluoro-6-nitrophenyl)-N-(t-butoxycarbonyl)carbamic acid tert-butyl ester